6-(hydroxymethyl)oxane-3,4,5-triol OCC1C(C(C(CO1)O)O)O